C(C)C1(CN2CCC1CC2)NC(=O)NC(C)(C)C2=CC=C(C=C2)C2=CC=C(C=C2)OCCOC 1-(3-Ethylquinuclidin-3-yl)-3-(2-(4'-(2-methoxyethoxy)-[1,1'-biphenyl]-4-yl)propan-2-yl)urea